rac-(3S)-1-[6-[3-(5-chloro-2-fluoro-phenyl)-1H-pyrazol-4-yl]-1,5-naphthyridin-3-yl]-N,N-dimethyl-pyrrolidin-3-amine ClC=1C=CC(=C(C1)C1=NNC=C1C=1N=C2C=C(C=NC2=CC1)N1C[C@H](CC1)N(C)C)F |r|